C1(CC1)COC(C(=O)O)C 2-(CYCLOPROPYLMETHOXY)PROPANOIC ACID